(tert-butyl)-N-(2-methyl-4-(6-(1-methyl-1H-pyrazol-4-yl)pyrazolo[1,5-a]pyrazin-4-yl)benzyl)-2H-tetrazole-5-carboxamide C(C)(C)(C)N1N=C(N=N1)C(=O)NCC1=C(C=C(C=C1)C=1C=2N(C=C(N1)C=1C=NN(C1)C)N=CC2)C